C1(=CC=C(C=C1)C1CC(NN1C(CC)=O)=C1C(N(C(N(C1=O)C)=O)C)=O)C1=CC=CC=C1 5-(5-([1,1'-biphenyl]-4-yl)-1-propanoylpyrazolidine-3-ylidene)-1,3-dimethylbarbituric acid